ClC1=CC(=C(C=N1)C(=O)NC([2H])([2H])[2H])NC1=CN(C2=C1C(N(C=C2)CC)=O)C 6-Chloro-4-[(5-ethyl-1-methyl-4-oxo-pyrrolo[3,2-c]pyridin-3-yl)amino]-N-(methyl-d3)pyridine-3-carboxamide